C1=C(C=CC=2C3=CC=CC=C3NC12)C#N carbazole-2-carbonitrile